BrC1=CC(=CC=2C(=C(OC21)[2H])[2H])C(C)=O 1-(7-Bromobenzofuran-5-yl-2,3-d2)ethan-1-one